(3-bromo-4-(2-methoxyethoxy)phenyl)-7H-pyrrolo[2,3-d]pyrimidin-2-amine BrC=1C=C(C=CC1OCCOC)C=1C2=C(N=C(N1)N)NC=C2